1-{4-[3-(benzyloxy)-1-fluorocyclobutyl]pyridin-2-yl}-N-(1-methylindazol-7-yl)pyrazole-4-sulfonamide C(C1=CC=CC=C1)OC1CC(C1)(F)C1=CC(=NC=C1)N1N=CC(=C1)S(=O)(=O)NC=1C=CC=C2C=NN(C12)C